BrC1=C2C=C(N=CC2=CC=C1)C 5-bromo-3-methylisoquinoline